4-methyl-2-oxopentanoic acid (4-methyl-2-oxopentanoate) CC(CC(C(=O)O)=O)C.CC(CC(C(=O)O)=O)C